C12(CC3CC(CC(C1)C3)C2)CCN2C[C@@H](C([C@@H](C2)O)O)O (3S,4R,5R)-1-(2-((3R,5R,7R)-adamantan-1-yl)ethyl)piperidine-3,4,5-triol